magnesium-cobalt magnesium [Mg].[Co].[Mg]